N,N'-distearoylisophthalamide C(CCCCCCCCCCCCCCCCC)(=O)NC(C1=CC(C(=O)NC(CCCCCCCCCCCCCCCCC)=O)=CC=C1)=O